C(C)OC(NC1=C(C=C(C=C1)NCC1=CSC=C1)N)=O {2-Amino-4-[(thiophen-3-ylmethyl)-amino]-phenyl}-carbamic acid ethyl ester